C1(=CC=CC=C1)C(CC1=CC=C(C=C1)C)NC1=NC(=CC(=C1C#N)C)NC(CC1=CC=C(C=C1)C)C1=CC=CC=C1 2,6-bis(1-phenyl-2-p-methylphenyl-ethylamino)-3-cyano-4-methylpyridine